(S)-N-(2-(dimethylamino)-3-(4-hydroxy-2,6-dimethylphenyl)propyl)-3-methyl-3-phenylbutanamide CN([C@H](CNC(CC(C)(C1=CC=CC=C1)C)=O)CC1=C(C=C(C=C1C)O)C)C